C1(CCCC1)N1C(C2=CC=C(C=C2C1)OCC1=NC(=NO1)C=1C=C(C(=O)O)C=CC1)=O 3-{5-[(2-Cyclopentyl-1-oxoisoindolin-5-yloxy)methyl]-1,2,4-oxadiazol-3-yl}benzoic acid